((bis(pyridin-2-ylmethyl)amino)methyl)-N-(2-mercaptoethyl)nicotinamide ethyl-N-[4,6-difluoro-5-trimethylsilyl-3-(2-trimethylsilylethynyl)-2-pyridyl]carbamate C(C)OC(NC1=NC(=C(C(=C1C#C[Si](C)(C)C)F)[Si](C)(C)C)F)=O.N1=C(C=CC=C1)CN(CC1=NC=CC=C1)CC1=C(C(=O)NCCS)C=CC=N1